COC(=O)C1C(CC2CC(CC12)O[Si](C1=CC=CC=C1)(C1=CC=CC=C1)C(C)(C)C)O 5-((tert-Butyldiphenylsilyl)oxy)-2-hydroxyoctahydropentalene-1-carboxylic acid methyl ester